NC1=C2C=CC(OC2=CC(=C1)N)=O 5,7-diaminocoumarin